FC1(CCC(CC1)CNC=1N=CC2=C(N1)NC=C2C2=CC=1N(C=C2)N=CC1C(=O)N[C@@H]1CC[C@H](CC1)OC)F 5-(2-(((4,4-difluorocyclohexyl)methyl)amino)-7H-pyrrolo[2,3-d]pyrimidin-5-yl)-N-(trans-4-methoxycyclohexyl)pyrazolo[1,5-a]pyridine-3-carboxamide